tert-butyl (S,Z)-(5-(3,3-difluoroazetidin-1-yl)-5-oxopent-3-en-2-yl)carbamate FC1(CN(C1)C(\C=C/[C@H](C)NC(OC(C)(C)C)=O)=O)F